CN(C1(CCC2(CN(C(N2)=O)C2=NC=C(C#N)C=C2C)CC1)C1=CC=CC=C1)C 6-(8-dimethylamino-2-oxo-8-phenyl-1,3-diazaspiro[4.5]decan-3-yl)-5-methyl-nicotinonitrile